6-((5,6-diphenyl-1,2,4-triazin-3-yl)(isopropyl)amino)-2-hexenoic acid ethyl ester C(C)OC(C=CCCCN(C(C)C)C=1N=NC(=C(N1)C1=CC=CC=C1)C1=CC=CC=C1)=O